C(C=C)C1(C(NC(NC1=O)=O)=O)CC=C 5,5-diallyl-barbituric acid